OCC1C(N(CC1)C)=O 3-(hydroxymethyl)-1-methylpyrrolidin-2-one